tert-butyl N-[(3R)-7-(5-bromo-1,3,4-oxadiazol-2-yl)-5-[(4-chlorophenyl)methyl]-8-fluoro-1,1,4-trioxo-2,3-dihydro-1λ6,5-benzothiazepin-3-yl]carbamate BrC1=NN=C(O1)C=1C(=CC2=C(N(C([C@H](CS2(=O)=O)NC(OC(C)(C)C)=O)=O)CC2=CC=C(C=C2)Cl)C1)F